C[Si](C=1CC2=CC=CC=C2C1C1=CC=CC=C1)(C1C(=CC2=CC=CC=C12)C1=CC=CC=C1)C Dimethyl-(2-phenyl-1H-inden-1-yl)(3-phenyl-1H-inden-2-yl)silane